C(#N)C1=CC=C(C=C1)NS(=O)=O.[Na] sodium N-(4-cyanophenyl)sulphonamide